ClC1=NC(=CC2=C1N(C(N2CC)=O)C)Cl 4,6-dichloro-1-ethyl-3-methyl-1,3-dihydro-2H-imidazo[4,5-c]pyridin-2-one